3-Hydroxy-4-(diethylamino)benzaldehyde OC=1C=C(C=O)C=CC1N(CC)CC